FC1=CC(=CC=2N(C=NC21)C[C@H]2OCC2)C(=O)NS(=O)(=O)C 4-fluoro-N-(methylsulfonyl)-1-(((S)-oxetan-2-yl)methyl)-1H-benzo[d]imidazole-6-carboxamide